3-(5-(4-((4-hydroxypiperidin-1-yl)methyl)pyridin-2-yl)-1-oxoisoindolin-2-yl)piperidine-2,6-dione OC1CCN(CC1)CC1=CC(=NC=C1)C=1C=C2CN(C(C2=CC1)=O)C1C(NC(CC1)=O)=O